3-(4-(1H-pyrazol-4-yl)phenyl)-1-(cyclohexylmethyl)-8-oxa-1,3-diazaspiro[4.5]decan-2-one N1N=CC(=C1)C1=CC=C(C=C1)N1C(N(C2(C1)CCOCC2)CC2CCCCC2)=O